O1CCN(CCC1)CC[C@H](CSC1=CC=CC=C1)N (R)-4-(1,4-oxazepan-4-yl)-1-(phenylthio)butan-2-amine